The molecule is an O-acyl carbohydrate that is alpha-D-glucose bearing a trans-4-coumaroyl substituent at position 6. It has a role as a metabolite. It is an O-acyl carbohydrate, a member of phenols and a cinnamate ester. It derives from a trans-4-coumaric acid and an alpha-D-glucose. C1=CC(=CC=C1/C=C/C(=O)OC[C@@H]2[C@H]([C@@H]([C@H]([C@H](O2)O)O)O)O)O